(S)-2-Amino-3-(1-(tert-butoxycarbonyl)-4,5-dichloro-1H-indol-3-yl)propanoic acid N[C@H](C(=O)O)CC1=CN(C2=CC=C(C(=C12)Cl)Cl)C(=O)OC(C)(C)C